N-(3-(3-aminopiperidin-1-yl)phenyl)-4-fluoro-7-methyl-1H-indole NC1CN(CCC1)C=1C=C(C=CC1)N1C=CC2=C(C=CC(=C12)C)F